N-(3,4-difluorophenyl)methyl-5-{5-carbamoyl-2-[2-(p-fluorophenyl)ethyl]-6-isobutyl-3-(5-methyl-1,2,4-oxadiazol-3-yl)-4-pyridyl}-2-thenamide FC=1C=C(C=CC1F)CNC(C1=CC=C(S1)C1=C(C(=NC(=C1C(N)=O)CC(C)C)CCC1=CC=C(C=C1)F)C1=NOC(=N1)C)=O